4-[3-[2,6-dichloro-4-(7-oxa-2-azaspiro[3.5]nonan-2-yl)benzoyl]-2,4-dihydro-1,3-benzoxazine-8-yl]-5-fluoro-2-(3-oxa-8-azabicyclo[3.2.1]octan-8-yl)benzoic acid hydrate O.ClC1=C(C(=O)N2COC3=C(C2)C=CC=C3C3=CC(=C(C(=O)O)C=C3F)N3C2COCC3CC2)C(=CC(=C1)N1CC2(C1)CCOCC2)Cl